NC(C(=O)[O-])C(CC)C.[K+] potassium α-amino-β-methylpentanoate